6-(((cyclopropylmethyl)amino)methyl)-2-(3-(ethylamino)-5-(1-((4-methyl-4H-1,2,4-triazol-3-yl)methyl)cyclobutyl)phenyl)-4-(trifluoromethyl)isoindolin-1-one C1(CC1)CNCC1=CC(=C2CN(C(C2=C1)=O)C1=CC(=CC(=C1)C1(CCC1)CC1=NN=CN1C)NCC)C(F)(F)F